ClC1=CC=C(C=C1)C=1N=C(OC1)[C@@H]1CC[C@H](CC1)NC(OC(C)(C)C)=O trans-tert-butyl (4-(4-(4-chlorophenyl)oxazol-2-yl)cyclohexyl)carbamate